(3-iodopropyl)carbamic acid tert-butyl ester C(C)(C)(C)OC(NCCCI)=O